ClC=1C(=C(CN2[C@@H](C[C@@](CC2)(C(=O)O)CC2=NC(=C(N=C2)C)NC2=NNC(=C2)C)C)C=CC1)F (2R,4R)-1-(3-chloro-2-fluorobenzyl)-2-methyl-4-((5-methyl-6-((5-methyl-1H-pyrazol-3-yl)amino)pyrazin-2-yl)methyl)piperidine-4-carboxylic acid